2-Chloro-6,7-dimethoxy-N-(1,3-thiazol-2-ylmethyl)quinazolin-4-amine ClC1=NC2=CC(=C(C=C2C(=N1)NCC=1SC=CN1)OC)OC